FC=1C=C(OC2=CC=C3CCN(CC3=C2)C(CCP(O)(O)=O)=O)C=CC1C(F)(F)F (3-(7-(3-fluoro-4-(trifluoromethyl)phenoxy)-3,4-dihydroisoquinolin-2(1H)-yl)-3-oxo-propyl)phosphonic acid